FC1(CCC(CC1)NC(=O)C1=CC2=C(N=C(S2)N2C3CN(CC2CC3)CCO)C=C1)F N-(4,4-difluorocyclohexyl)-2-(3-(2-hydroxyethyl)-3,8-diazabicyclo[3.2.1]octan-8-yl)benzo[d]thiazole-6-carboxamide